C(#N)[C@](C)(CC(F)(F)F)NC(=O)C1=CC(=C2N1CCC1=CC(=C(C=C21)C=2N=NN(N2)C)OC)C=2SC=NN2 (S)-N-(2-cyano-4,4,4-trifluorobutan-2-yl)-8-methoxy-9-(2-methyl-2H-tetrazol-5-yl)-1-(1,3,4-thiadiazol-2-yl)-5,6-dihydropyrrolo[2,1-a]isoquinoline-3-carboxamide